F[C@@H]1C[C@H](NC1)C(=O)O (2S,4R)-trans-4-fluoro-L-prolyl alcohol